N1=C(C=CC=C1)CCC(=O)O 3-(Pyridin-2-yl)propanoic acid